C(C)N1N=CC(=C1C)C(=O)O 1-Ethyl-5-methyl-1H-pyrazole-4-carboxylic acid